ethyl 8-amino-6-(4-fluorophenyl)-5-{3-methylimidazo[1,2-a]pyridin-6-yl}imidazo[1,2-a]pyrazine-2-carboxylate NC=1C=2N(C(=C(N1)C1=CC=C(C=C1)F)C=1C=CC=3N(C1)C(=CN3)C)C=C(N2)C(=O)OCC